ClC1=CC=C(C[C@H]2CO[C@H](CN2C2CCC(CC2)C=2SC(=NN2)C)C(=O)N(C)C)C=C1 (2R,5S)-5-(4-Chlorobenzyl)-N,N-dimethyl-4-(4-(5-methyl-1,3,4-thiadiazol-2-yl)cyclohexyl)morpholin-2-carboxamid